4-[(1S,4R,5R)-5-{[5-cyclopropyl-3-(2,6-dichlorophenyl)-1,2-oxazol-4-yl]methoxy}-3-oxo-2-azabicyclo[2.2.1]heptan-2-yl]-N-[(2,2-dimethyloxane-4-yl)sulfonyl]-2-fluorobenzamide C1(CC1)C1=C(C(=NO1)C1=C(C=CC=C1Cl)Cl)CO[C@H]1[C@@H]2C(N([C@H](C1)C2)C2=CC(=C(C(=O)NS(=O)(=O)C1CC(OCC1)(C)C)C=C2)F)=O